Methyl-(3,4,5-trichloro-6-fluoro-9H-pyrido[2,3-b]indol-8-yl)carbamic acid tert-butyl ester C(C)(C)(C)OC(N(C=1C=C(C(=C2C3=C(NC12)N=CC(=C3Cl)Cl)Cl)F)C)=O